tert-butyl (2'S)-2,3-dichloro-4-hydroxy-2'-methyl-spiro[4,5-dihydrothieno[2,3-c]pyran-7,4'-piperidine]-1'-carboxylate ClC1=C(C2=C(S1)C1(C[C@@H](N(CC1)C(=O)OC(C)(C)C)C)OCC2O)Cl